(S)-(4-((4-borono-3,5-difluorobenzyl)(5,6-diamino-6-oxohexyl)carbamoyl)-2-fluorophenyl)boronic acid B(O)(O)C1=C(C=C(CN(C(=O)C2=CC(=C(C=C2)B(O)O)F)CCCC[C@@H](C(=O)N)N)C=C1F)F